NC1(CCN(CC1)C1=NC=2C(=NC=C(N2)SC2=CC=CC(=N2)O)N1)C 6-((2-(4-amino-4-methylpiperidin-1-yl)-1H-imidazo[4,5-b]pyrazin-5-yl)thio)pyridin-2-ol